IC=1N(C2=CC=CC(=C2C1)NC1CCC(CC1)N(CCOC)CCOC)CC(F)(F)F (1S,4S)-N1-(2-iodo-1-(2,2,2-trifluoroethyl)-1H-indol-4-yl)-N4,N4-bis(2-methoxyethyl)cyclohexane-1,4-diamine